C(CS(=O)(=O)O)S(=O)(=O)O.C(CS(=O)(=O)O)S(=O)(=O)O ethanedisulfonic acid (ethanedisulfonate)